2-((1-acetylpiperidin-4-yl)(methyl)amino)-5-ethoxy-N-(isoxazol-4-yl)-1-methyl-6-oxo-1,6-dihydropyrimidine-4-carboxamide C(C)(=O)N1CCC(CC1)N(C=1N(C(C(=C(N1)C(=O)NC=1C=NOC1)OCC)=O)C)C